6-methoxy-[2,3'-bipyridine] COC1=CC=CC(=N1)C=1C=NC=CC1